[2,2'-bipyridine]-6,6'(1H,1'H)-dione N1C(=CC=CC1=O)C=1NC(C=CC1)=O